4-benzoyl-4'-methyl diphenyl sulfide CC1=CC=C(C=C1)SC2=CC=C(C=C2)C(=O)C3=CC=CC=C3